(2S,3S)-3-methyl-3-phenylalanine C[C@H]([C@H](N)C(=O)O)C1=CC=CC=C1